3-cyano-4,6-dimethyl-N-(quinolin-8-yl)pyridine-2-sulfonamide C(#N)C=1C(=NC(=CC1C)C)S(=O)(=O)NC=1C=CC=C2C=CC=NC12